Cl.NCCS CYSTEAMINE HYDROCHLORIDE